(R)-4-((1-(2-(dimethylamino)-ethyl)-1H-pyrazol-4-yl)meth-yl)-1-methyl-N-(1-methylcyclopropyl)-5-oxo-1,2,4,5-tetrahydro-imidazo[1,2-a]quinazoline-7-sulfonamide CN(CCN1N=CC(=C1)CN1C=2N(C3=CC=C(C=C3C1=O)S(=O)(=O)NC1(CC1)C)[C@@H](CN2)C)C